C(#N)C1=C(C(C(=CN1C1CC1)C(=O)N)=O)C1=CC=C(C=C1)F 6-cyano-5-(4-fluorophenyl)-1-cyclopropyl-4-oxo-1,4-dihydropyridine-3-carboxamide